FC(C1=NC(=NO1)C1=CC2=C(C(CO2)NC(=O)C2=C(N=C(O2)C)C)C=C1)F N-(6-(5-(difluoromethyl)-1,2,4-oxadiazol-3-yl)-2,3-dihydrobenzofuran-3-yl)-2,4-dimethyloxazole-5-carboxamide